(R)-3-(4-(Isopropylamino)-6-((1,1,1-trifluoropropan-2-yl)amino)-1,3,5-triazin-2-yl)cyclohex-3-en-1-one C(C)(C)NC1=NC(=NC(=N1)N[C@@H](C(F)(F)F)C)C=1CC(CCC1)=O